6-amino-N-[(1S,2S)-2-{[4-(1-{4-[(2S)-2,3-dihydroxypropyl]piperazin-1-yl}-2,2-difluoro-2,3-dihydro-1H-inden-5-yl)phenyl]methoxy}cyclopentyl]-6'-fluoro[3,3'-bipyridine]-5-carboxamide NC1=C(C=C(C=N1)C=1C=NC(=CC1)F)C(=O)N[C@@H]1[C@H](CCC1)OCC1=CC=C(C=C1)C=1C=C2CC(C(C2=CC1)N1CCN(CC1)C[C@@H](CO)O)(F)F